ClC1=CC=C(COC2=NN=C(S2)NC(C2=C(C=NC=C2)C2=C(C(=CC=C2)C#N)OC)=O)C=C1 N-(5-((4-chlorobenzyl)oxy)-1,3,4-thiadiazol-2-yl)-3-(3-cyano-2-methoxyphenyl)isonicotinamide